C1(CC1)N(C=1C2=C(N=C(N1)OC[C@]13CCCN3C[C@@H](C1)F)C(=C(N=C2OC)C2=CC(=CC1=CC=C(C(=C21)C#C)F)O)F)C 4-(4-(cyclopropyl-(methyl)amino)-8-fluoro-2-(((2R,7aS)-2-fluorotetrahydro-1H-pyrrolizin-7a(5H)-yl)methoxy)-5-methoxypyrido[4,3-d]pyrimidin-7-yl)-5-ethynyl-6-fluoronaphthalen-2-ol